N-((1S)-1-(4-((1,1-dimethyl-2,3-dihydro-1H-inden-2-yl)amino)phenyl)-2,2,2-trifluoroethyl)-N-methyloxazole-5-carboxamide CC1(C(CC2=CC=CC=C12)NC1=CC=C(C=C1)[C@@H](C(F)(F)F)N(C(=O)C1=CN=CO1)C)C